NC1=NC=2C=C(C(=CC2C2=C1COC2)C(=O)N2[C@H](COCC2)C2=CC(=C(C=C2)F)C(F)(F)F)Cl (4-amino-7-chloro-1,3-dihydrofuro[3,4-c]quinolin-8-yl)((3S)-3-(4-fluoro-3-(trifluoromethyl)phenyl)-4-morpholinyl)methanone